ONC(=O)C1=CN=C(S1)NC([C@@H](CC)C1=CC=C(C=C1)OC)=O (S)-N-hydroxy-2-(2-(4-methoxyphenyl)butanamido)thiazol-5-carboxamide